Cl.C(=O)(O)CC[PH3+] 2-carboxyethylphosphonium hydrochloride